CC1=CC(=CC(=C1O)O)Cl The molecule is a chlorocatechol that iscatechol in which the hydrogens at positions 3 and 5 have been replaced by methyl and chlorine, respectively. It is a chlorocatechol, a member of monochlorobenzenes and a methylcatechol.